di-tert-butyl {[1-(2-oxoethyl)cyclobutyl]methyl}-2-imidodicarbonate O=CCC1(CCC1)CN(C(=O)OC(C)(C)C)C(=O)OC(C)(C)C